O[C@@H]1C[C@H](N(C1)C(C(C)N1C(CN(CC1)CCOC)=O)=O)C(=O)NCC1=CC=C(C=C1)C1=C(N=CS1)C (2S,4R)-4-hydroxy-1-(2-(4-(2-methoxyethyl)-2-oxopiperazin-1-yl)propanoyl)-N-(4-(4-methylthiazol-5-yl)benzyl)pyrrolidine-2-carboxamide